C(C)(C)(C)OC(=O)N1C(OC[C@H]1C(=O)O)(C)C (S)-3-(tert-butoxycarbonyl)-2,2-dimethyl-oxazolidine-4-carboxylic acid